C(=O)NNC=O N,N'-diformyl-hydrazine